C(C)(C)(C)C1=C(C(=CC(=C1)C)N1N=C2C(=N1)C=CC(=C2)Cl)O 2-tert-butyl-6-(5-chloro-2H-benzotriazolyl)-4-methylphenol